C(C)(C)(C)C=1C=C(N)C=CC1 meta-tertiary butyl-aniline